N(C(=N)N)C1=CC=C(C(=O)OC=2C=3N(C(=CC2)CC(=O)O)N=CN3)C=C1 2-[8-(4-guanidinobenzoyl)oxy-[1,2,4]triazolo[1,5-a]pyridin-5-yl]acetic acid